(2-hydroxyethyl)-p-toluenesulfonamide OCCCC1=CC=C(C=C1)S(=O)(=O)N